C(=O)(OC(C)(C)C)NC(=N)C1=CC=C(C=O)C=C1 4-(BOC-AMIDINO)-BENZALDEHYDE